NC1=NC=NN2C1=NC=C2C=2C=C(C=CC2C)S(=O)(=O)NCC2COCC2 3-(4-Aminoimidazo[2,1-f][1,2,4]triazin-7-yl)-4-methyl-N-(tetrahydrofuran-3-ylmethyl)benzenesulfonamide